[(5-bromo-6-fluoropyridin-3-yl)methyl]({2-[(9R)-9-(pyridin-2-yl)-6-oxaspiro[4.5]decan-9-yl]ethyl})amine BrC=1C=C(C=NC1F)CNCC[C@]1(CCOC2(CCCC2)C1)C1=NC=CC=C1